CN1CCN(CC1)C1=NC=CC(=C1)C=1C=C2C(=NC1)NC=C2C2=CC=1N(C=C2)N=CC1 5-(2-(4-methylpiperazin-1-yl)pyridin-4-yl)-3-(pyrazolo[1,5-a]pyridin-5-yl)-1H-pyrrolo[2,3-b]pyridine